OC(=O)C(F)(F)F.O1CC=CC=C1N pyran-6-amine TFA salt